N-[4-(3-Cyanophenyl)-5-(2-ethyl-6-methyl-4-pyridyl)thiazol-2-yl]-2-oxa-6-azaspiro[3.3]heptan-6-carboxamid C(#N)C=1C=C(C=CC1)C=1N=C(SC1C1=CC(=NC(=C1)C)CC)NC(=O)N1CC2(COC2)C1